3-(methoxymethyl)-5-vinylbenzoic acid methyl ester COC(C1=CC(=CC(=C1)C=C)COC)=O